N1(CCC1)CCC(=O)NC(C)(C)C1=CC(=CC=C1)F 3-(azetidin-1-yl)-N-(2-(3-fluorophenyl)propan-2-yl)propanamide